C(C1=CC=C(C(=O)O)C=C1)(=O)O.C1=CCC1 cyclobutene terephthalate